(2,3-dihydro-1H-inden-4-yl)-6-methoxy-1-trityl-1H-pyrazolo[4,3-b]pyridine C1CCC2=C(C=CC=C12)C1=NN(C=2C1=NC=C(C2)OC)C(C2=CC=CC=C2)(C2=CC=CC=C2)C2=CC=CC=C2